ClC1=CC=C(C=C1)CC(=O)NC1N(CCCC1)C1=CC=C(C=C1)C(C(=O)NO)=C 2-(4-(2-(4-chlorophenyl)acetamidopiperidin-1-yl)phenyl)-N-hydroxyacrylamide